(S)-2-((2-((S)-5-(difluoromethyl)-3-methyl-2,4-dicarbonylimidazolidin-1-yl)-5,6-dihydrobenzo[f]imidazo[1,2-d][1,4]oxazepin-9-yl)amino)propionamide FC([C@@H]1C(N(C(N1C=1N=C2N(CCOC3=C2C=CC(=C3)N[C@H](C(=O)N)C)C1)=C=O)C)=C=O)F